N1NCCCCCCC1 diazonane